tert-butyl (2R)-4-(6-amino-5-nitropyridin-2-yl)-2-(methoxymethyl)piperazine-1-carboxylate NC1=C(C=CC(=N1)N1C[C@@H](N(CC1)C(=O)OC(C)(C)C)COC)[N+](=O)[O-]